1-methyl-3-(2-thienyl)-1,2-dihydroquinolin-2-one CN1C(C(=CC2=CC=CC=C12)C=1SC=CC1)=O